3-propylene oxalate C1(C(=O)OC(CO1)C)=O